C(CCC)OC(N(C)CCOCCC1=C(C=C(C=C1)N)Cl)=O.BrCCC1=C(C=CC=C1)C1OCCC1 2-(2-(2-bromoethyl)phenyl)tetrahydrofuran butyl-(2-(4-amino-2-chlorophenethoxy)ethyl)(methyl)carbamate